COC1=C(C=CC(=C1)CC2COC(=O)C2(CC3=CC(=C(C=C3)O)OC)O)O DIBENZYLBUTYROLACTONE